3,4-Dichlorophenyl 3-[4-(4-chloro-3,5-difluorophenyl)-1H-1,2,3-triazol-1-yl]-3-deoxy-1-thio-α-D-galactopyranoside ClC1=C(C=C(C=C1F)C=1N=NN(C1)[C@@H]1[C@H]([C@@H](SC2=CC(=C(C=C2)Cl)Cl)O[C@@H]([C@@H]1O)CO)O)F